O1CCC(=CC1)C1=NC=CC(=N1)OC 2-(3,6-dihydro-2H-pyran-4-yl)-4-methoxypyrimidine